9,9',9'',9'''-((5-(4,6-diphenylpyrimidin-2-yl)-1,3-phenylene)bis(9H-carbazole-9,3,6-triyl))tetrakis(9H-pyrido[3,4-b]indole) C1(=CC=CC=C1)C1=NC(=NC(=C1)C1=CC=CC=C1)C=1C=C(C=C(C1)N1C2=CC=C(C=C2C=2C=C(C=CC12)N1C2=C(C3=CC=CC=C13)C=CN=C2)N2C1=C(C3=CC=CC=C23)C=CN=C1)N1C2=CC=C(C=C2C=2C=C(C=CC12)N1C2=C(C3=CC=CC=C13)C=CN=C2)N2C1=C(C3=CC=CC=C23)C=CN=C1